ethylene glycol diisocrotonate C(\C=C/C)(=O)OCCOC(\C=C/C)=O